N1(CC1)P(N1CC1)(N1CC1)=S tris-(1-aziridinyl)phosphine sulfide